C(C)(C)(C)OC(=O)N1C[C@H](OCCC1)C(=O)O (2S)-4-(tert-Butoxycarbonyl)-1,4-oxazepane-2-carboxylic acid